FC1=CC(=C(OC=2C=C(C=C(C2)C)C=2C3=C(C(N(C2)C)=O)NC(=C3)C(=O)NC3CCC(CC3)C(=O)O)C(=C1)C)C (1r,4r)-4-(4-(3-(4-fluoro-2,6-dimethylphenoxy)-5-methylphenyl)-6-methyl-7-oxo-6,7-dihydro-1H-pyrrolo[2,3-c]pyridine-2-carboxamido)cyclohexanecarboxylic acid